C1(CCCCCC1)C[Si](OCC)(OCC)CC1CC1 (cycloheptyl)methyl-(cyclopropyl)methyl-diethoxysilane